tert-butyl 4-(6-morpholino-1-oxo-5-(pyrazolo[1,5-a]pyrimidine-3-carboxamido)isoindolin-2-yl)piperidine-1-carboxylate O1CCN(CC1)C1=C(C=C2CN(C(C2=C1)=O)C1CCN(CC1)C(=O)OC(C)(C)C)NC(=O)C=1C=NN2C1N=CC=C2